BrC1=C(CNC2=C(C=C(S2)S(=O)(=O)NC2=NC(=CC=C2)F)C)C(=CC=C1)F 5-((2-bromo-6-fluorobenzyl)amino)-N-(6-fluoropyridin-2-yl)-4-methylthiophene-2-sulfonamide